3-{[1-({(3R,4R)-1-[(6-Bromopyridin-2-yl)carbonyl]-3-phenylpiperidin-4-yl}carbonyl)-4-hydroxypiperidin-4-yl]methyl}-7-methyl-3,7-dihydro-4H-pyrrolo[2,3-d]pyrimidin-4-one BrC1=CC=CC(=N1)C(=O)N1C[C@H]([C@@H](CC1)C(=O)N1CCC(CC1)(O)CN1C=NC2=C(C1=O)C=CN2C)C2=CC=CC=C2